O=C1N(CCC1)C1=CC(=CN1)S(=O)(=O)N 5-(2-oxopyrrolidin-1-yl)-1H-pyrrole-3-sulfonamide